3-[6-[3,3-Difluoro-1-(4-piperidylmethyl)-4-piperidyl]-5-fluoro-1-methyl-indazol-3-yl]piperidine-2,6-dione FC1(CN(CCC1C1=C(C=C2C(=NN(C2=C1)C)C1C(NC(CC1)=O)=O)F)CC1CCNCC1)F